C(C)[C@H]1[C@H](NC([C@H]1F)=O)COC1=NC=CC=2C=C3C(=CC12)C(=CNC3=O)C(C)C 6-(((2S,3S,4S)-3-ethyl-4-fluoro-5-oxopyrrolidin-2-yl)methoxy)-4-isopropylpyrido[3,4-g]isoquinolin-1(2H)-one